O1C(=CC=C1)C1=NC2=C(N1)C=CC(=C2)NC(=O)C=2C=NN1C2N=C(C=C1C)C N-[2-(Furan-2-Yl)-1H-1,3-Benzodiazol-5-Yl]-5,7-Dimethylpyrazolo[1,5-A]Pyrimidine-3-Carboxamide